ClC1=CC=C(C=C1)N(C(=O)S(=O)CC)O (N-p-chlorophenyl-N-hydroxycarbamoyl)ethylsulfoxide